methyl (6R,7aS)-6-fluoro-1-methyl-2-methylenetetrahydro-1H-pyrrolizine-7a(5H)-carboxylate F[C@H]1CN2CC(C([C@@]2(C1)C(=O)OC)C)=C